(3,5-dichlorophenyl)hydrazine ClC=1C=C(C=C(C1)Cl)NN